ClC1=CC2=C(C=N1)C(=NN2C2=NC(=NC(=C2)C(C)(F)F)OC)N2CC(CC2)N(C)C 1-(6-chloro-1-(6-(1,1-difluoroethyl)-2-methoxypyrimidin-4-yl)-1H-pyrazolo[4,3-c]pyridin-3-yl)-N,N-dimethylpyrrolidin-3-amine